5-(2-chloro-4-fluorophenoxy)-1-(4-((2,3-dihydrobenzofuran-5-yl)sulfonyl)piperazin-1-yl)-2,2-dimethylpentan-1-one ClC1=C(OCCCC(C(=O)N2CCN(CC2)S(=O)(=O)C=2C=CC3=C(CCO3)C2)(C)C)C=CC(=C1)F